(S)-α-(4-pentenyl)alanine C(CCC=C)[C@@](N)(C)C(=O)O